ClC1=CC=C2[C@H](CCOC2=C1)NC(=O)C=1C=NC2=C(N=CC=C2C1N(C)C)C1=CC(=CC(=C1)Cl)Cl N-((4S)-7-chlorochroman-4-yl)-8-(3,5-dichlorophenyl)-4-(dimethylamino)-1,7-naphthyridine-3-carboxamide